C1(=CC=CC2=CC=CC=C12)C=1C2=CC=CC=C2C(=C2C=CC=CC12)C1=CC=C(C=C1)C1=CC2=CC=CC=C2C=C1 9-(naphthalen-1-yl)-10-(4-(naphthalen-2-yl)phenyl)anthracene